N1N=CC=C1C=O Z-pyrazole-5-carbaldehyde